24-[(4-fluorophenyl)(hydroxyl)methyl]cholane-5(6)-ene-3β,4β-diol FC1=CC=C(C=C1)C(CCC[C@@H](C)[C@H]1CC[C@H]2[C@@H]3CC=C4[C@H]([C@H](CC[C@]4(C)[C@H]3CC[C@]12C)O)O)O